2-Acetyl-4-methyl-4-pentenoate C(C)(=O)C(C(=O)[O-])CC(=C)C